[O-2].[O-2].[O-2].[Y+2].[Y+2].[Y+2] yttrium (II) trioxide